4-carboxy-2-(2,2,2-trifluoroethyl)pyridine 1-oxide C(=O)(O)C1=CC(=[N+](C=C1)[O-])CC(F)(F)F